bis-(1-phenyl-isoquinolyl)iridium C1(=CC=CC=C1)C1=NC(=CC2=CC=CC=C12)[Ir]C=1N=C(C2=CC=CC=C2C1)C1=CC=CC=C1